6-chloro-1-(4,4,4-trifluorobutan-2-yl)-1H-pyrazolo[3,4-b]pyridine ClC1=CC=C2C(=N1)N(N=C2)C(C)CC(F)(F)F